6-((1-ethyl-1H-pyrazol-3-yl)oxy)-5-methylpyridin-3-amine C(C)N1N=C(C=C1)OC1=C(C=C(C=N1)N)C